(R)-3-(3-((5-chloro-1H-indol-2-yl)methyl)-1-methylureido)-N-isopropylpiperidine-1-carboxamide ClC=1C=C2C=C(NC2=CC1)CNC(N(C)[C@H]1CN(CCC1)C(=O)NC(C)C)=O